1-(3-(4-(4-bromophenyl)piperazin-1-yl)phenyl)-2,2,2-trifluoroethan-1-ol BrC1=CC=C(C=C1)N1CCN(CC1)C=1C=C(C=CC1)C(C(F)(F)F)O